C(=O)(O)/C=C/C1=CC(=NN1)C(=O)[O-] (E)-5-(2-carboxyvinyl)-1H-pyrazole-3-carboxylate